C(C)N(C(C1=CC=C(C=C1)C1=CC(=C2C(=N1)SN=C2)NCCCN2CCCCC2)=O)CC N,N-diethyl-4-(4-((3-(piperidin-1-yl)propyl)amino)isothiazolo[5,4-b]pyridin-6-yl)benzamide